[6,6,33-trimethyl-2-oxo-7,10-dioxa-1,15,16,17-tetrazaheptacyclo[22.5.3.23,9.118,22.04,8.015,19.027,31]pentatriaconta-3,8,16,18(33),19,21,24,26,31,34-decaen-23-yl]acetic acid CC1(CC2=C3C(N4CCC5=CC=C(C(C6=CC=C7C(N=NN7CCCCOC(=C2O1)C=C3)=C6C)CC(=O)O)C=C5C4)=O)C